Cl.FC=1C=C(C=CC1)[C@H](O)[C@@H]1N[C@@H](CC1)C1=CC=C(C=C1)OC (S)-(3-Fluorophenyl)((2R,5S)-5-(4-methoxyphenyl)pyrrolidin-2-yl)-methanol hydrochloride